3-acetyl-6-trimethoxysilylhexane C(C)(=O)C(CC)CCC[Si](OC)(OC)OC